N-(benzyloxycarbonyl)isoleucine C(C1=CC=CC=C1)OC(=O)N[C@@H]([C@@H](C)CC)C(=O)O